Chloromethyl 3-(2-(dimethylamino)ethyl)-5-methoxy-1H-indole-1-carboxylate formate salt C(=O)O.CN(CCC1=CN(C2=CC=C(C=C12)OC)C(=O)OCCl)C